Cl.NC=1NC(C(=C(N1)N)CC(=O)NC=1C=CC(=NC1)C(=O)N[C@H](C(=O)O)CCC(=O)O)=O (2S)-2-({5-[2-(2,4-diamino-6-oxo-1,6-dihydropyrimidin-5-yl)acetamido]pyridin-2-yl}formamido)pentanedioic acid hydrochloride